BrC1=C(C=CC=C1)C(CCN1C(C2=CC=CC=C2C1=O)=O)=O 2-[3-(2-bromophenyl)-3-oxo-propyl]isoindoline-1,3-dione